C(C)(C)OC(NC1=CC(=C(C=C1)C1=CN=C(S1)[C@@H]1CC[C@H](CC1)NC(=O)OC(C)C)S(NC(C)(C)C)(=O)=O)=O Trans-N-[3-(tert-butylsulfamoyl)-4-[2-[4-(isopropoxycarbonylamino)cyclohexyl]thiazol-5-yl]phenyl]carbamic acid isopropyl ester